S1CC(C1)N1C=NC2=C1C(=CC(=C2)O)C(F)(F)F 1-(3-thietanyl)-7-(trifluoromethyl)-1H-1,3-benzimidazol-5-ol